tert-butyl [(R)-1-[3-[3-[N'-(2-ethyl-4-hydroxyphenyl)carbamimidoyl]-4-[[(S)-tetrahydrofuran-3-yl]amino]pyrrolo[1,2-b]pyridazin-6-yl]pyridin-4-yl]pyrrolidin-3-yl]carbamate C(C)C1=C(C=CC(=C1)O)N=C(N)C1=C(C=2N(N=C1)C=C(C2)C=2C=NC=CC2N2C[C@@H](CC2)NC(OC(C)(C)C)=O)N[C@@H]2COCC2